FC=1C(=NC=C(C1)NC(CN1N=C(C=C1C)C(F)(F)F)=O)N1C=NC(=C1)C1CN(CCS1)C(=O)OC(C)(C)C tert-butyl 2-(1-(3-fluoro-5-(2-(5-methyl-3-(trifluoromethyl)-1H-pyrazol-1-yl)acetamido)pyridin-2-yl)-1H-imidazol-4-yl)thiomorpholine-4-carboxylate